C(C)(C)(C)OOC(C)(C)C1=CC=C(C=C1)C(C)(OOC(C)(C)C)C 1,4-bis[1-(tert-butylperoxy)-1-methylethyl]benzene